3-((3-chlorophenyl)amino)-2-((6-(methylsulfonyl)isoquinolin-4-yl)amino)propanenitrile ClC=1C=C(C=CC1)NCC(C#N)NC1=CN=CC2=CC=C(C=C12)S(=O)(=O)C